O=C(CCOCC1N(CCC1)C1=C(C(NN=C1)=O)C(F)(F)F)N1CCN(CC1)C1=NC=C(C=N1)C(F)(F)F 5-(2-((3-oxo-3-(4-(5-(trifluoromethyl)pyrimidin-2-yl)piperazin-1-yl)propoxy)methyl)pyrrolidine-1-yl)-4-(trifluoromethyl)pyridazin-3(2H)-one